CC(CCC=CCCCC)CCCC 9-methyl-5-tridecene